C(C)(CC)C1C(CCCC1)=NO 2-(sec-butyl)cyclohexane-1-one oxime